Cl.NC(N)N trisaminomethane hydrochloride